1-(2,6-dichloropyridin-4-yl)-3-methylcyclobutane-1-carboxylic acid hydrazide ClC1=NC(=CC(=C1)C1(CC(C1)C)C(=O)NN)Cl